NC1=CC=C(C=C1)C=1C(=C(C=CC1C(C)C)C(C)C)C1=CC=C(C=C1)N bis(4-aminophenyl)1,4-diisopropylbenzene